(4-amino-1,3-dihydrofuro[3,4-c][1,7]naphthyridin-8-yl)((3S)-3-(6-(difluoromethoxy)-3-pyridyl)-4-morpholinyl)methanone NC1=NC=2C=NC(=CC2C2=C1COC2)C(=O)N2[C@H](COCC2)C=2C=NC(=CC2)OC(F)F